N1=CC(=CC=C1)C1=CC(=NC=C1)C(=O)N [3,4'-bipyridine]-2'-carboxamide